benzyl 6-((((CIS)-4-phenylcyclohexyl)oxy)methyl)-5-(1-((2-(trimethylsilyl)ethoxy)methyl)-1H-pyrazol-5-yl)-3,6-dihydropyridine-1(2H)-carboxylate C1(=CC=CC=C1)[C@H]1CC[C@H](CC1)OCC1C(=CCCN1C(=O)OCC1=CC=CC=C1)C1=CC=NN1COCC[Si](C)(C)C